C1(CC1)OC1=CC=C(C=N1)C1=CN(C=2N=CN=C(C21)N)C(C)C=2N=NN(C2)C2=C(C=CC=C2)F 5-[6-(Cyclopropyloxy)pyridin-3-yl]-7-{1-[1-(2-fluorophenyl)-1H-1,2,3-triazol-4-yl]ethyl}-7H-pyrrolo[2,3-d]pyrimidin-4-amine